4-(3-bromo-4-fluorophenyl)-5-oxo-4,5-dihydro-1,2,4-oxadiazole BrC=1C=C(C=CC1F)N1C=NOC1=O